CC1=NC(=CC(=C1)C=1NC2=CC=C(C=C2C1C(C)C)C1CCN(CC1)C(CN1C(N(CC1=O)C)=O)=O)C 3-(2-(4-(2-(2,6-dimethylpyridin-4-yl)-3-isopropyl-1H-indol-5-yl)piperidin-1-yl)-2-oxoethyl)-1-methylimidazolidine-2,4-dione